CC1=C(C=C(CNC(C(=O)O)=O)C=C1)C(F)(F)F 2-((4-methyl-3-(trifluoromethyl)benzyl)-amino)-2-oxoacetic acid